2-methyl-5-[7-methyl-2-(4-piperidyl)pyrazolo[4,3-b]pyridin-5-yl]indazol-6-ol CN1N=C2C=C(C(=CC2=C1)C=1C=C(C=2C(N1)=CN(N2)C2CCNCC2)C)O